1-chloro-3,5-dibromoazabenzene ClC1=NC(=CC(=C1)Br)Br